N1=C(C=NC=C1)C=1N=NC(=NN1)C1=NC=CN=C1 3,6-bis(2-pyrazinyl)-1,2,4,5-tetrazine